N-cyclopentyl-N'-phenyl-terephthalamide C1(CCCC1)NC(C1=CC=C(C(=O)NC2=CC=CC=C2)C=C1)=O